ClC1=CC=C(CCNC=2C3=C(N=C(N2)CC)SC(=C3)C)C=C1 N-(4-chlorophenethyl)-2-ethyl-6-methylthieno[2,3-d]pyrimidin-4-amine